CC=1C=C(C=2N(C(C=C(N2)C=2C=NNC2)=O)C1)C(C)NC1=C(C(=O)O)C=CC=C1 2-((1-(7-methyl-4-oxo-2-(1H-pyrazol-4-yl)-4H-pyrido[1,2-a]pyrimidin-9-yl)ethyl)amino)benzoic acid